5-(3-(1-cyclopentyl-1H-pyrazol-4-yl)-2-fluoro-6-hydroxyphenyl)-1,2,5-thiadiazolidin-3-one 1,1-dioxide C1(CCCC1)N1N=CC(=C1)C=1C(=C(C(=CC1)O)N1CC(NS1(=O)=O)=O)F